OCCNC(=O)C1=CC=C(C=N1)NC(O[C@H](C)[C@H](C)OC1=CC2=C(N=C(S2)C2=C3N=CC(=NC3=CC(=C2)C)OC)C=C1F)=O (2R,3S)-3-((5-fluoro-2-(2-methoxy-7-methylquinoxalin-5-yl)benzo[d]thiazol-6-yl)oxy)butan-2-yl (6-((2-hydroxyethyl) carbamoyl)pyridin-3-yl)carbamate